NC1=C2C(=NC=N1)N(N=C2C2=CC1=C(OCCCO1)C=C2)C(C)C=2OC1=CC=CC=C1C(C2C2=CC(=CC=C2)F)=O 2-(1-(4-amino-3-(3,4-dihydro-2H-benzo[b][1,4]dioxepin-7-yl)-1H-pyrazolo[3,4-d]pyrimidin-1-yl)ethyl)-3-(3-fluorophenyl)-4H-chromen-4-one